CC1=C(C=C(C(=C1)SC1=CC(=CC=C1)OC(C(F)F)(F)F)C)N=CN(C)CC N'-(2,5-dimethyl-4-{[3-(1,1,2,2-tetrafluoroethoxy)phenyl]sulfanyl}phenyl)-N-ethyl-N-methylimido-formamide